ClC=1C(=NC(=NC1)N[C@@H]1CN2CCC1CC2)C2=CN(C1=CC=CC=C21)S(=O)(=O)C2=CC=CC=C2 (S)-N-(5-chloro-4-(1-(phenylsulfonyl)-1H-indol-3-yl)pyrimidin-2-yl)quinuclidin-3-amine